4-carboxyphenylmethyl borate B(OCC1=CC=C(C=C1)C(=O)O)([O-])[O-]